cyclopropane methyl-nitrate CO[N+](=O)[O-].C1CC1